C1CCN2CCC3=C(NC4=CC=CC=C34)C12 1,2,3,5,6,11-hexahydro-indolizino[8,7-b]indole